COC1=C(C(=CC(=C1)OC)OC)[PH+](C1=C(C=C(C=C1OC)OC)OC)C1=C(C=C(C=C1OC)OC)OC tris[2,4,6-trimethoxyphenyl]phosphonium